(2-ethoxy-2-oxoacetyl)-L-proline C(C)OC(C(=O)N1[C@@H](CCC1)C(=O)O)=O